ClC1=C(C=C(C=C1)CO)S(=O)(=O)NO 2-chloro-N-hydroxy-5-(hydroxymethyl)benzene-1-sulfonamide